BrC1=CC=C(C=C1)/C=C/C(=O)C1=C(C=C(C=C1OC)C)O (E)-3-(4-Bromophenyl)-1-(2-hydroxy-6-methoxy-4-methylphenyl)prop-2-en-1-one